6-methylmorpholine-4-carboxylate CC1OCCN(C1)C(=O)[O-]